FC=1C(=NC(=NC1)N1C[C@H](NCC1)C)N1CC(C1)C(=O)NCC1=CN=C2N1C=CC=C2 1-{5-fluoro-2-[(3R)-3-methylpiperazin-1-yl]pyrimidin-4-yl}-N-{imidazo[1,2-a]pyridin-3-ylmethyl}azetidine-3-carboxamide